2-([1,1'-biphenyl]-3-yl)-9-(9-phenyl-9-(pyridin-3-yl)-9H-fluoren-2-yl)-1,10-phenanthroline C1(=CC(=CC=C1)C1=NC2=C3N=C(C=CC3=CC=C2C=C1)C1=CC=2C(C3=CC=CC=C3C2C=C1)(C=1C=NC=CC1)C1=CC=CC=C1)C1=CC=CC=C1